N-isobutylbenzene-1,4-diamine C(C(C)C)NC1=CC=C(C=C1)N